(S)-N-(5-chloro-6-cyanopyridin-3-yl)-3-((6-cyanopyridin-3-yl)oxy)-2-hydroxy-2-methylpropionamide ClC=1C=C(C=NC1C#N)NC([C@@](COC=1C=NC(=CC1)C#N)(C)O)=O